1-((3-(5-(2,5-difluoro-4-methylphenyl)-4,5-dihydro-1H-pyrazole-1-carbonyl)-bicyclo[1.1.1]pentan-1-yl)-methyl)-1H-indazole-5-carbonitrile FC1=C(C=C(C(=C1)C)F)C1CC=NN1C(=O)C12CC(C1)(C2)CN2N=CC1=CC(=CC=C21)C#N